NC=1C=2N(C3=C(N1)C=NC(=C3)C(=O)O)C=NC2 4-aminoimidazo[1,5-a]pyrido[3,4-e]pyrazin-8-carboxylic acid